BrC1=NN(C(=N1)OC1=CC(=CC(=C1)F)Cl)C(C([2H])([2H])[2H])([2H])[2H] 3-bromo-5-(3-chloro-5-fluorophenoxy)-1-(1,1,2,2,2-pentadeuteroethyl)-1,2,4-triazole